2-[3-(aminomethyl)-2-fluoro-6-(trifluoromethyl)phenyl]-6-(trifluoromethyl)pyrimidin-4(3H)-one hydrochloride Cl.NCC=1C(=C(C(=CC1)C(F)(F)F)C1=NC(=CC(N1)=O)C(F)(F)F)F